2,6-dimethyl-1,4-phenylene Oxide CC1=C2C(=CC(=C1)O2)C